(S)-2-((S)-4,4-difluoro-3-(6-oxo-1,6-dihydropyridin-3-yl)piperidin-1-yl)-N-(5-(2-fluoro-4-(2-methylthiazol-4-yl)phenoxy)pyridin-2-yl)propanamide FC1([C@H](CN(CC1)[C@H](C(=O)NC1=NC=C(C=C1)OC1=C(C=C(C=C1)C=1N=C(SC1)C)F)C)C1=CNC(C=C1)=O)F